4,6-Bis{4-[(4-(4-methylpiperazin-1-yl)butyl)aminomethyl]phenyl}-1H-pyrrolo[2,3-b]pyridine oxalate C(C(=O)O)(=O)O.CN1CCN(CC1)CCCCNCC1=CC=C(C=C1)C1=C2C(=NC(=C1)C1=CC=C(C=C1)CNCCCCN1CCN(CC1)C)NC=C2